ClC1=CC(=CC(=N1)C(C)=O)C 1-(6-Chloro-4-methylpyridin-2-yl)ethan-1-one